COC=1C=C(CC(N([2H])[2H])([2H])[2H])C=CC1O 3-Methoxytyramine-d4